2-Isopropyl-6-[rac-(2R,5S)-5-methyl-2-piperidyl]indazole C(C)(C)N1N=C2C=C(C=CC2=C1)[C@@H]1NC[C@H](CC1)C |r|